C1(CCCCC1)[C@@H](C(=O)N[C@H](C(=O)OC(C)C)CCC(C=[N+]=[N-])=O)OCC isopropyl (S)-2-((S)-2-cyclohexyl-2-ethoxyacetamido)-6-diazo-5-oxohexanoate